FC(C1=NC=CC=C1NC(=O)[C@H]1CC12CCN(CC2)C(=O)OC(C(F)(F)F)C(F)(F)F)(F)F 1,1,1,3,3,3-Hexafluoropropan-2-yl (S)-1-((2-(trifluoromethyl)pyridin-3-yl)carbamoyl)-6-azaspiro[2.5]octan-6-carboxylat